(2S)-2-methoxy-3-{4-[2-(5-methyl-2-phenyl-1,3-oxazol-4-yl)ethoxy]-1-benzothiophen-7-yl}propanoic acid CO[C@H](C(=O)O)CC1=CC=C(C=2C=CSC21)OCCC=2N=C(OC2C)C2=CC=CC=C2